5-(4-((8-fluoro-3-methyl-2,4-dioxo-1,2,3,4-tetrahydroquinazolin-7-yl)methyl)piperazin-1-yl)-6-fluoro-N-methylpyridinamide FC=1C(=CC=C2C(N(C(NC12)=O)C)=O)CN1CCN(CC1)C=1C=CC(=NC1F)C(=O)NC